7-(2-((7-chloro-1,2,3,4-tetrahydroisoquinolin-6-yl)amino)-5-(trifluoromethyl)pyrimidin-4-yl)-4-methyl-3,4-dihydrothieno[2,3-f][1,4]thiazepin-5(2H)-one 1,1-dioxide ClC1=C(C=C2CCNCC2=C1)NC1=NC=C(C(=N1)C1=CC2=C(C(N(CCS2(=O)=O)C)=O)S1)C(F)(F)F